C1(=CC=CC=C1)C=1C(=C(C(=C(C1)C1=CC=CC=C1)C1=NN=NC=C1)C1=C(C=CC=C1)C1=CC=CC=C1)C1=CC=CC=C1 (phenyl)[(phenyl)(biphenylyl)triazinylbiphenyl]